OCCS 2-hydroxylethyl thiol